C(C)OC(=O)C=1C(=NN(C1C)C1=NC=CC=C1Cl)Br 3-bromo-1-(3-chloropyridin-2-yl)-5-methyl-1H-pyrazole-4-carboxylic acid ethyl ester